3-(6-(4-((4-(5-((2-amino-9-chloro-10-oxo-10H-chromeno[3,2-b]pyridin-3-yl)oxy)pyrimidin-2-yl)piperazin-1-yl)methyl)piperidin-1-yl)-4-methoxy-1-oxoisoindolin-2-yl)piperidine-2,6-dione NC1=C(C=C2C(=N1)C(C=1C(=CC=CC1O2)Cl)=O)OC=2C=NC(=NC2)N2CCN(CC2)CC2CCN(CC2)C2=CC(=C1CN(C(C1=C2)=O)C2C(NC(CC2)=O)=O)OC